O[C@@]1([C@@H](CC[C@H](C1)C)C(C)C)C(=O)NCCC1=C(C(=O)OC)C=CC=C1 methyl 2-(2-((1S,2S,5R)-1-hydroxy-2-isopropyl-5-methylcyclohexane-1-carboxamido)ethyl)benzoate